2-chloro-3-(pyrazine-2-ylamino)thiophenol ClC1=C(C=CC=C1NC1=NC=CN=C1)S